(3R)-3-(2-methylphenyl)-1-(oxan-4-ylmethyl)piperazine CC1=C(C=CC=C1)[C@@H]1CN(CCN1)CC1CCOCC1